Cl.O=C1N(CCC(N1)=O)C1=NN(C2=CC(=CC=C12)N1CCC(CC1)(O)CC(=O)O)C 2-[1-[3-(2,4-dioxohexahydropyrimidin-1-yl)-1-methyl-indazol-6-yl]-4-hydroxy-4-piperidinyl]acetic acid hydrochloride